benzylidene[1,3-bis(2,4,6-trimethylphenyl)-2-imidazolidinyl]dichloro(tricyclohexylphosphine) ruthenium [Ru].C(C1=CC=CC=C1)=C1C(CCC(C1)(Cl)Cl)(P(C1CCCCC1)C1CCCCC1)C1N(CCN1C1=C(C=C(C=C1C)C)C)C1=C(C=C(C=C1C)C)C